(S)-aziridine-1,2-dicarboxylic acid [N@]1(C(C1)C(=O)O)C(=O)O